Isodecyl Citrate (2,6-dimethyloctan-1-yl citrate) CC(CC(C(=O)O)C(O)(C(=O)O)CC(=O)O)CCCC(CC)C.C(CC(O)(C(=O)O)CC(=O)O)(=O)OCCCCCCCC(C)C